CC1C(CC2CCC(CC2C1)C(=O)O)C(=O)O 3-methyl-2,6-decalin-dicarboxylic acid